S-(1-oxopentan-3-yl) thioacetate C(C)(=O)SC(CC=O)CC